C(=O)C=1C(=CC2=C(OCO2)C1)B(O)O (6-formylbenzo[d][1,3]dioxol-5-yl)boronic acid